butyl-palladium dichloride C(CCC)[Pd](Cl)Cl